C[Sn](OC(CCCCCCC\C=C/CCCCCCCC)=O)(OC(CCCCCCC\C=C/CCCCCCCC)=O)C dimethylbis(oleoyloxy)stannane